CN1N=C(C=C1)C1=C(C=CC=C1)O (1-methyl-1H-pyrazol-3-yl)phenol